4-Aminopyrrole NC=1C=CNC1